5-(2-chloro-7-methyl-8-oxo-7,8-dihydro-9H-purin-9-yl)adamantane-2-carbonitrile ClC1=NC=C2N(C(N(C2=N1)C12CC3C(C(CC(C1)C3)C2)C#N)=O)C